methyl 2-(4-(ethylsulfonyl) phenyl)-3-hydroxypropionate C(C)S(=O)(=O)C1=CC=C(C=C1)C(C(=O)OC)CO